N-(4-(4-(6-oxa-3-azabicyclo[3.1.1]heptan-3-yl)-7H-pyrrolo[2,3-d]pyrimidin-6-yl)phenyl)-4-(((R)-3-acrylamidopiperidin-1-yl)methyl)picolinamide C12CN(CC(O1)C2)C=2C1=C(N=CN2)NC(=C1)C1=CC=C(C=C1)NC(C1=NC=CC(=C1)CN1C[C@@H](CCC1)NC(C=C)=O)=O